N-[(2-pyridyl)methylidene]amine N1=C(C=CC=C1)C=N